S1C=NC2=C1C=C(C=C2)C(C)N2C[C@@H](N(C[C@H]2CC)C=2C=1C(N(C(C2Br)=O)C)=CN(N1)CC#N)CC 2-(7-((2S,5R)-4-(1-(benzo[d]thiazol-6-yl)ethyl)-2,5-diethylpiperazin-1-yl)-6-bromo-4-methyl-5-oxo-4,5-dihydro-2H-pyrazolo[4,3-b]pyridin-2-yl)acetonitrile